3-((4-((S)-2-((S)-2-((tert-butoxycarbonyl)amino)-3-methylbutanamido)-5-ureidopentanamido)benzyl)oxy)quinoline-2-carboxylic acid C(C)(C)(C)OC(=O)N[C@H](C(=O)N[C@H](C(=O)NC1=CC=C(COC=2C(=NC3=CC=CC=C3C2)C(=O)O)C=C1)CCCNC(=O)N)C(C)C